2,2-Azobis(2-methylpropionitrile) CC(C)(C#N)N=NC(C)(C)C#N